BrC=CC=1C(NC(NC1)=O)=O 5-(2-bromovinyl)uracil